C12C(C3CC(CC(C1)C3)C2)NCCNC(=O)C2=NN(C(=C2C)C2=CC=C(C=C2)Cl)C2=CC(=C(C=C2)Cl)OC N-(2-((1r,3r,5r,7r)-adamantan-2-ylamino)ethyl)-1-(4-chloro-3-methoxyphenyl)-5-(4-chlorophenyl)-4-methyl-1H-pyrazole-3-carboxamide